BrC1=CC(=C(C(=C1C(=O)OC(C)(C)C)F)F)F tert-butyl 6-bromo-2,3,4-trifluorobenzoate